N-(ethoxy)methylpyrrolidone C(C)OCN1C(CCC1)=O